COC1=CC2=C(C=3N=CN(C(C3S2)=O)CCC(=O)OC)C=C1OC Methyl 3-(7,8-dimethoxy-4-oxobenzo[4,5]thieno[3,2-d]pyrimidin-3(4H)-yl)propanoate